C(C=C)(=O)NC1=CC=C(C=C1)C1=NN2N=CN=C(C2=C1C1=CC(=C(C(=O)NC2CCC2)C=C1)OC(F)(F)F)N 4-(6-(4-acrylamidophenyl)-4-aminopyrazolo[5,1-f][1,2,4]triazin-5-yl)-N-cyclobutyl-2-(trifluoromethoxy)benzamide